C(C)(=O)C1=C(C=C(C=C1)Cl)C1=CC(N(C=C1OC)C(C(=O)NC1=CC(=C(C=C1)C#N)OC)CC1=CC=CC=C1)=O 2-(4-(2-acetyl-5-chlorophenyl)-5-methoxy-2-oxopyridin-1(2H)-yl)-N-(4-cyano-3-methoxyphenyl)-3-phenylpropanamide